2-cyclopropoxy-5-(7-methyl-2,7-diazaspiro[3.5]nonan-2-yl)aniline C1(CC1)OC1=C(N)C=C(C=C1)N1CC2(C1)CCN(CC2)C